The molecule is a monounsaturated fatty acid anion resulting from the deprotonation of the carboxy group of (2E)-3-methylhex-2-enoic acid. It is a short-chain fatty acid anion and a monounsaturated fatty acid anion. It is a conjugate base of a (2E)-3-methylhex-2-enoic acid. CCC/C(=C/C(=O)[O-])/C